4-benzyloxazolidine-2-one C(C1=CC=CC=C1)C1NC(OC1)=O